[Ni].[Cu].[Cr].[Ni] Nickel-chromium-copper-nickel